FC(C(F)F)(OCCC)F 1-(1,1,2,2-tetrafluoroethoxy)propane